(S)-N-methyl-3-phenyl-3-[(benzo[d][1,3]dioxolan-4-yl)oxy]propylamine hydrochloride Cl.CNCC[C@H](OC1=CC=CC=2OCOC21)C2=CC=CC=C2